C(C(C)(C)C)(=O)OCN1N=NC(=C1)C1CN(C1)C=1OC(=NN1)C=1C=NC(=NC1)NCC1=CC2=C(OCO2)C=C1 (4-(1-(5-(2-((benzo[d][1,3]dioxol-5-ylmethyl)amino)pyrimidin-5-yl)-1,3,4-oxadiazol-2-yl)azetidin-3-yl)-1H-1,2,3-triazol-1-yl)methyl pivalate